ClC=1C=NN(C(C1C)=O)C(C(=O)OCC)C ethyl 2-(4-chloro-5-methyl-6-oxo-pyridazin-1-yl)propanoate